FC(C=1C=C(C=CC1)N1N=CC(=C1)C(C(=O)N)C)F 2-(1-(3-(difluoromethyl)phenyl)-1H-pyrazol-4-yl)propanamide